CN(C(C(=O)C1=CC=C(C=C1)N1CCOCC1)(CC)CC1=CC=C(C=C1)C)C 2-(Dimethylamino)-2-(4-methylbenzyl)-1-(4-morpholinophenyl)butane-1-one